C(C)(C)OC1=NC=2N(C=C1C(=O)OC)C=C(N2)C21COC(C2)(C1)C methyl 7-isopropoxy-2-(1-methyl-2-oxabicyclo[2.1.1]hexan-4-yl)imidazo[1,2-a]pyrimidine-6-carboxylate